3-(1'-((1-methyl-1H-indazol-5-yl)methyl)-6-oxo-6,8-dihydro-2H,7H-spiro[furo[2,3-e]isoindole-3,4'-piperidin]-7-yl)piperidine-2,6-dione CN1N=CC2=CC(=CC=C12)CN1CCC2(CC1)COC1=C3CN(C(C3=CC=C12)=O)C1C(NC(CC1)=O)=O